NC(C#N)C1=NN=C2N1C(=CC=C2)Br 2-amino-2-(5-bromo-[1,2,4]triazolo[4,3-a]pyridin-3-yl)acetonitrile